NCCCOCCOCCOCCOCCO 2-[2-[2-[2-(3-aminopropoxy)ethoxy]ethoxy]ethoxy]ethanol